CNCCC1=CC=C(C=C1)N n-methyl-2-(4-aminophenyl)ethylamine